4-[2-tert-butoxy-6-[4-[(4-fluorophenyl)methylsulfonyl]-2-(trifluoromethyl)piperazin-1-yl]-4-pyridinyl]-1H-pyrrolo[2,3-b]pyridine C(C)(C)(C)OC1=NC(=CC(=C1)C1=C2C(=NC=C1)NC=C2)N2C(CN(CC2)S(=O)(=O)CC2=CC=C(C=C2)F)C(F)(F)F